1,2,3,4,5-pentaphenyl-1'-(di-t-butylphosphino)ferrocene C1(=CC=CC=C1)[C-]1C(=C(C(=C1C1=CC=CC=C1)C1=CC=CC=C1)C1=CC=CC=C1)C1=CC=CC=C1.C(C)(C)(C)P([C-]1C=CC=C1)C(C)(C)C.[Fe+2]